3-(6-chloropyrimidin-4-yl)imidazo[1,2-b]pyridazine-6-carbonitrile ClC1=CC(=NC=N1)C1=CN=C2N1N=C(C=C2)C#N